ClC=1C=C2CO[C@]3(O[C@@H]([C@H]([C@@H]([C@H]3O)O)O)C)C2=CC1CC=1SC(=CC1)CO (1S,3'R,4'S,5'S,6'R)-5-Chloro-6-((5-(hydroxymethyl)thiophen-2-yl)methyl)-6'-methyl-3',4',5',6'-tetrahydro-3H-spiro[isobenzofuran-1,2'-pyran]-3',4',5'-triol